1-(4-methoxyphenyl)-2-methyl-8-(1-methyl-1H-pyrazol-4-yl)-1H-imidazo[4,5-c]quinoline COC1=CC=C(C=C1)N1C(=NC=2C=NC=3C=CC(=CC3C21)C=2C=NN(C2)C)C